tert-butyl (2S)-2-((cyclopropylmethoxy)methyl)-5-methoxypyrrolidine-1-carboxylate C1(CC1)COC[C@H]1N(C(CC1)OC)C(=O)OC(C)(C)C